C12(CC3CC(CC(C1)C3)C2)CN2N=CC(=C2C)C2=C(C=3OCCN(C3N=C2)C2=NC(=C(N=C2)NC=2SC3=C(N2)C=CC=C3)F)C(=O)OC methyl 7-(1-(adamantan-1-ylmethyl)-5-methyl-1H-pyrazol-4-yl)-4-(5-(benzo[d]thiazol-2-ylamino)-6-fluoropyrazin-2-yl)-3,4-dihydro-2H-pyrido[3,2-b][1,4]oxazine-8-carboxylate